BrC=1C=C2CN([C@H](C2=CC1)CNC=1C=NC=CC1C(=O)OC)C(=O)OC(C)(C)C tert-butyl (R)-5-bromo-1-(((4-(methoxycarbonyl)pyridin-3-yl)amino)methyl)isoindoline-2-carboxylate